6-((3-(5-fluoro-6-methyl-3-pyridinyl)-5-methyl-isoOxazol-4-yl)methoxy)pyridine-3-carboxylic acid FC=1C=C(C=NC1C)C1=NOC(=C1COC1=CC=C(C=N1)C(=O)O)C